1-(2-hydroxyethoxy)-2-imidazo[1,2-a]pyridin-7-yl-propan-2-ol OCCOCC(C)(O)C1=CC=2N(C=C1)C=CN2